(S)-4-(3-(1-Acryloylpyrrolidin-2-yl)-8-aminoimidazo[1,5-a]pyrazin-1-yl)-N-(pyridin-2-yl)benzamide C(C=C)(=O)N1[C@@H](CCC1)C1=NC(=C2N1C=CN=C2N)C2=CC=C(C(=O)NC1=NC=CC=C1)C=C2